5-iodo-6-methoxy-N-methylpyrimidin-4-amine IC=1C(=NC=NC1OC)NC